2-(3-methyl-4-(4,4,5,5-tetramethyl-1,3,2-dioxaborolan-2-yl)-1H-pyrazol-1-yl)ethan-1-ol CC1=NN(C=C1B1OC(C(O1)(C)C)(C)C)CCO